(2S,5R)-2-(N-(2-Aminocyclopentyl) carbamimidoyl)-7-oxo-1,6-diazabicyclo[3.2.1]octan-6-yl hydrogen sulfate S(=O)(=O)(ON1[C@@H]2CC[C@H](N(C1=O)C2)C(NC2C(CCC2)N)=N)O